ClC1=CC=C(C=C1)NC(NC1=CC(=CC=C1)C1=CC(=CC=C1)O)=O 3-(4-chlorophenyl)-1-[3-(3-hydroxyphenyl)phenyl]Urea